FC1(C2CC(CC12)O)F 6,6-difluorobicyclo[3.1.0]hexan-3-ol